3-(2-(Dimethylamino)-1-hydroxyethyl)-1H-indol-4-ol CN(CC(O)C1=CNC=2C=CC=C(C12)O)C